4-diphenoxyphosphinyloxytetrahydrothiophene O(C1=CC=CC=C1)P(=O)(OC1CCSC1)OC1=CC=CC=C1